CC12CCCC(CCC1)(C2)C(=O)NC=2SC1=C(N2)C(=C(C(=C1)F)F)F 5-methyl-N-(4,5,6-trifluoro-1,3-benzothiazol-2-yl)bicyclo[3.3.1]nonane-1-carboxamide